tert-butyl (N,N-dimethylsulfamoyl)((1-(2-methylbutanoyl)-6-(pyridin-4-yl)-1H-indol-3-yl)methyl)carbamate CN(S(=O)(=O)N(C(OC(C)(C)C)=O)CC1=CN(C2=CC(=CC=C12)C1=CC=NC=C1)C(C(CC)C)=O)C